N-(3-cyanobicyclo[1.1.1]pentan-1-yl)-2-(methylsulfonyl)-5-((trifluoromethyl)thio)benzamide C(#N)C12CC(C1)(C2)NC(C2=C(C=CC(=C2)SC(F)(F)F)S(=O)(=O)C)=O